2-(4-chlorophenyl)-1-(6-(3,4-difluorobenzyl)-2,6-diazaspiro[3.3]heptan-2-yl)ethanone ClC1=CC=C(C=C1)CC(=O)N1CC2(C1)CN(C2)CC2=CC(=C(C=C2)F)F